ClC=1C=CC(=C(C1)N1CON(CO1)C(C(=O)NC1=CC2=CN(N=C2C=C1)C)CC1=CC=CC=C1)N1N=NC(=C1)Cl 2-(4-(5-Chloro-2-(4-chloro-1H-1,2,3-triazol-1-yl)phenyl)-2,5-dioxapiperazin-1-yl)-N-(2-methyl-2H-indazol-5-yl)-3-phenylpropionamide